FC1=NC(=C2N=CN(C2=N1)C1CCC(O1)(C=O)CO)NC(C1=CC=CC=C1)(C1=CC=CC=C1)C1=CC=C(C=C1)OC 5-(2-fluoro-6-{[(4-methoxyphenyl)diphenylmethyl]amino}purin-9-yl)-2-(hydroxymethyl)oxolane-2-carbaldehyde